N-((1-(tetrahydro-2H-pyran-2-yl)-1H-pyrazol-3-yl)methyl)-2-(trifluoromethoxy)benzamide O1C(CCCC1)N1N=C(C=C1)CNC(C1=C(C=CC=C1)OC(F)(F)F)=O